C(C)(C)(C)OC(=O)N1[C@H](CCC1)C[C@H](CO)NC(=O)OCC1C2=CC=CC=C2C=2C=CC=CC12 (R)-2-((R)-2-((((9H-fluoren-9-yl)methoxy)carbonyl)amino)-3-hydroxypropyl)pyrrolidine-1-carboxylic acid tert-butyl ester